O=S1(CC=CC2=CC(=CC=C12)NC1=NC=C(C(=N1)N[C@H](CO)C1=CC=CC=C1)C1=NC(=NO1)C)=O (2S)-2-[[2-[(1,1-dioxo-2H-thiochromen-6-yl)amino]-5-(3-methyl-1,2,4-oxadiazol-5-yl)pyrimidin-4-yl]amino]-2-phenyl-ethanol